BrC1=CC=CC(=N1)C1=CN=C2N1C=CC(=C2)C=O 3-(6-bromo-2-pyridyl)imidazo[1,2-a]pyridine-7-carbaldehyde